hydroquinone monopotassium salt [K].C1(O)=CC=C(O)C=C1